C(C)C(CN(C(O)=O)C1=CC(=CC=C1)CN=C=O)(CN(C(O)=O)C1=CC(=CC=C1)CN=C=O)N(C(O)=O)C1=CC(=CC=C1)CN=C=O.C(#N)C=1C=C(C=NC1)N1C[C@@H](CC1)C=1C=C(C(=O)NC=2C=NC=C(C2)C(F)(F)F)C=CC1C (S)-3-(1-(5-cyanopyridin-3-yl)pyrrolidin-3-yl)-4-methyl-N-(5-(trifluoromethyl)pyridin-3-yl)benzamide 2-ethylpropane-1,2,3-triyl-tris((3-(isocyanatomethyl)phenyl)carbamate)